6-bromo-N-(3-chlorobenzyl)-2-(4-(2-(dimethylamino)ethyl)piperazin-1-yl)Quinazolin-4-amine BrC=1C=C2C(=NC(=NC2=CC1)N1CCN(CC1)CCN(C)C)NCC1=CC(=CC=C1)Cl